N-(1-methylcyclopropyl)-3-(5-methyl-1,3,4-oxadiazol-2-yl)-2-oxo-1-[2-(1-piperidinyl)ethyl]benzimidazole-5-sulfonamide CC1(CC1)NS(=O)(=O)C1=CC2=C(N(C(N2C=2OC(=NN2)C)=O)CCN2CCCCC2)C=C1